tert-butyl 1-(2-(methoxy carbonyl)benzyl)-1H-pyrazole-4-carboxylate COC(=O)C1=C(CN2N=CC(=C2)C(=O)OC(C)(C)C)C=CC=C1